(1S,2S,5R)-2-((S)-1-((2,7-dichloro-8-fluoro-4-hydroxypyrido[4,3-d]pyrimidin-5-yl)oxy)ethyl)-3,8-diazabicyclo[3.2.1]octane-8-carboxylic acid tert-butyl ester C(C)(C)(C)OC(=O)N1[C@@H]2[C@H](NC[C@H]1CC2)[C@H](C)OC2=NC(=C(C=1N=C(N=C(C12)O)Cl)F)Cl